NC1=NC=CC=C1C1=CC(=NO1)CC1=C(C(=NC=C1)NC1=C(C=CC=C1F)F)F ((5-(2-aminopyridin-3-yl)isoxazol-3-yl)methyl)-N-(2,6-difluorophenyl)-3-fluoropyridin-2-amine